6-{[2-(1-methylpyrazol-4-yl)-4-pyridyl]oxy}-3-{[2-(trifluoromethyl)-4-pyridyl]methyl}quinazolin-4-one CN1N=CC(=C1)C1=NC=CC(=C1)OC=1C=C2C(N(C=NC2=CC1)CC1=CC(=NC=C1)C(F)(F)F)=O